O=C1NC(CCC1C1=NN(C2=CC(=CC=C12)N1CCC(CC1)CN1CCC(CC1)NC(OC(C)(C)C)=O)C)=O tert-butyl (1-((1-(3-(2,6-dioxopiperidin-3-yl)-1-methyl-1H-indazol-6-yl)piperidin-4-yl)methyl)piperidin-4-yl)carbamate